trans-7-[4-[6-chloro-4-[difluoro-[(2S)-morpholin-2-yl]methyl]-2-pyridyl]piperazin-1-yl]sulfonyl-3-(hydroxymethyl)-3a,4-dihydro-3H-oxazolo[4,3-c][1,4]benzoxazin-1-one ClC1=CC(=CC(=N1)N1CCN(CC1)S(=O)(=O)C1=CC2=C(N3[C@H](CO2)[C@@H](OC3=O)CO)C=C1)C([C@@H]1CNCCO1)(F)F